Tert-butyl (R)-3-((S)-1-(tert-butoxy)-3-(3-hydroxy-5-methoxyphenyl)-1-oxopropan-2-yl)pyrrolidine-1-carboxylate C(C)(C)(C)OC([C@@H](CC1=CC(=CC(=C1)OC)O)[C@@H]1CN(CC1)C(=O)OC(C)(C)C)=O